gallium oxygen [O].[Ga]